(6R,7R)-7-amino-7-methoxy-3-[(1-methyl-1H-tetrazol-5-ylthio)methyl]-8-oxo-5-oxa-1-azabicyclo[4.2.0]oct-2-ene-2-carboxylic acid N[C@]1([C@H]2OCC(=C(N2C1=O)C(=O)O)CSC1=NN=NN1C)OC